Natrium 3-(3'-Chloro-4'-fluorobiphenyl-3-yl)-3-(3-(1,5-dimethyl-4-oxido-2-oxo-1,2-dihydropyridin-3-yl)ureido)propanoat ClC=1C=C(C=CC1F)C1=CC(=CC=C1)C(CC(=O)[O-])NC(=O)NC=1C(N(C=C(C1[O-])C)C)=O.[Na+].[Na+]